5-(tert-butyl)-11-(difluoromethoxy)-4-hydroxy-2-oxo-1,2,5,6-tetrahydropyrido[2',1':2,3]imidazo[4,5-h]quinoline-3-carboxylic acid C(C)(C)(C)C1C=2C(=C(C(NC2C2=C(C1)N1C(=N2)C(=CC=C1)OC(F)F)=O)C(=O)O)O